N1C(C=CC1)=O 1,5-dihydro-pyrrol-2-one